(+)-bornyl piperate C[C@]12CC[C@H](C1(C)C)C[C@H]2OC(=O)/C=C/C=C/C3=CC4=C(C=C3)OCO4